3-Fluoro-11-methyl-13,13a-dihydrobenzo[2,3]pyrrolo[2',3':5,6][1,4]diazepino[1,7-a]indol-12(11H)-one FC1=CC=C2C=C3N(C2=C1)C1=C(N=C2C3CC(N2C)=O)C=CC=C1